NCC1C2(CCC(C1)C2)CN bis(aminomethyl)bicyclo(2.2.1)heptane